BrC1=CC2=C(C(=C(O2)CC)C(=O)C2=CC(=C(C(=C2)Br)O)Br)C=C1 (6-bromo-2-ethylbenzofuran-3-yl)(3,5-dibromo-4-hydroxyphenyl)methanone